O1C(OCC1)(CC=O)CC=O 1,3-DIOXOLANE-2,2-DIACETALDEHYDE